The molecule is a carotenone that consists of beta,beta-carotene-4,4'-dione bearing two hydroxy substituents at positions 3 and 3' (the 3S,3'S diastereomer). A carotenoid pigment found mainly in animals (crustaceans, echinoderms) but also occurring in plants. It can occur free (as a red pigment), as an ester, or as a blue, brown or green chromoprotein. It has a role as an anticoagulant, an antioxidant, a food colouring, a plant metabolite and an animal metabolite. It is a carotenone and a carotenol. It derives from a hydride of a beta-carotene. CC1=C(C(C[C@@H](C1=O)O)(C)C)/C=C/C(=C/C=C/C(=C/C=C/C=C(/C=C/C=C(/C=C/C2=C(C(=O)[C@H](CC2(C)C)O)C)\\C)\\C)/C)/C